NC1=CC=CC=2C3=C(C=NC12)N=C(N3CCCCCC(=O)N(C)OC)CCC 6-(6-amino-2-propyl-1H-imidazo[4,5-c]quinolin-1-yl)-N-methoxy-N-methylhexanamide